ClC1=C(C=CC(=C1)C1=NC(=C2C(=N1)NN=C2C)NCCN(C)C)NS(=O)(=O)C2=NC=CC(=C2)OC(C)C N-[2-chloro-4-(4-{[2-(dimethylamino)ethyl]amino}-3-methyl-1H-pyrazolo[3,4-d]pyrimidin-6-yl)phenyl]-4-isopropoxypyridine-2-sulfonamid